3-benzyl-1-(trans-4-((5-cyano-4-(3,5-dimethyl-1H-pyrazol-4-yl)pyrimidin-2-yl)amino)cyclohexyl)-1-(5-(1-methyl-1H-pyrazol-4-yl)pyridin-2-yl)urea C(C1=CC=CC=C1)NC(N(C1=NC=C(C=C1)C=1C=NN(C1)C)[C@@H]1CC[C@H](CC1)NC1=NC=C(C(=N1)C=1C(=NNC1C)C)C#N)=O